4-aminobenzo[1,3]dioxolane-5-carboxylic acid NC1=C(C=CC=2OCOC21)C(=O)O